racemic-tert-butyl 4-((8-cyclobutoxy-7-(1H-pyrazol-4-yl)-[1,2,4]triazolo[1,5-c]pyrimidin-2-yl) amino)-3-methylpiperidine-1-carboxylate C1(CCC1)OC=1C=2N(C=NC1C=1C=NNC1)N=C(N2)NC2C(CN(CC2)C(=O)OC(C)(C)C)C